C1(=CC=CC=C1)C1=NC(=NC(=N1)C1=CC=CC=C1)C=1C=C(C=CC1C1=CC=C2C3=C(P(C2=C1)(C)=O)C=CC=C3)C3=CC(=CC=C3)C3=NC(=NC(=N3)C3=CC=CC=C3)C3=CC=CC=C3 3-(3,3'-bis(4,6-diphenyl-1,3,5-triazin-2-yl)-[1,1'-biphenyl]-4-yl)-5-methylbenzo[b]phosphindole 5-oxide